(S)-2-(((benzyloxy)carbonyl)amino)-5-(cyclohexylamino)-5-oxopentanoic acid benzyl ester C(C1=CC=CC=C1)OC([C@H](CCC(=O)NC1CCCCC1)NC(=O)OCC1=CC=CC=C1)=O